ClC1=C(C(=C(C=C1)NS(=O)(=O)C=1C(=NC=C(C1)F)C)F)COC=1C=C2C(=NC1)NN=C2C N-[4-chloro-2-fluoro-3-[([3-methyl-1H-pyrazolo[3,4-b]pyridin-5-yl]oxy)methyl]phenyl]-5-fluoro-2-methylpyridine-3-sulfonamide